[OH-].[F-].[Na+].[Si+4].[Mg+2] magnesium silicon sodium fluoride hydroxide